5-(3-(2-cyclopentyl-2-propoxycarbonyl)phenyl)-7-oxo-bicyclo[2.2.1]Hept-2-ene C1(CCCC1)C(C)(C)OC(=O)C=1C=C(C=CC1)C1C2C=CC(C1)C2=O